6-isopropoxy-5-((1r,5r)-2-methyl-2,6-diazabicyclo[3.2.0]hept-6-yl)quinazolin-4-amine C(C)(C)OC=1C(=C2C(=NC=NC2=CC1)N)N1[C@@H]2CCN([C@@H]2C1)C